6-bromo-4-methyl-N-(2-nitrophenyl)pyridin-3-amine BrC1=CC(=C(C=N1)NC1=C(C=CC=C1)[N+](=O)[O-])C